(4-(2,6-dichloro-4-methoxypyridin-3-yl)butan-2-yl)carbamic acid tert-butyl ester C(C)(C)(C)OC(NC(C)CCC=1C(=NC(=CC1OC)Cl)Cl)=O